6-(4-((2s,6R)-4-acryloyl-6-methyl-1-(2,2,2-trifluoroethyl)piperazin-2-yl)-6-chloropyridin-2-yl)-N-methylpyrimidine-4-carboxamide C(C=C)(=O)N1C[C@@H](N([C@@H](C1)C)CC(F)(F)F)C1=CC(=NC(=C1)Cl)C1=CC(=NC=N1)C(=O)NC